pyrido[1,2-c]pyrimidine C1N=CC=C2N1C=CC=C2